COC1=CC2=C(N(C=N2)C2=CC=C(C(=N2)C2=CC=C(C#N)C=C2)[C@H](C)O)C=C1OC (S)-4-(6-(5,6-Dimethoxy-1H-benzo[d]imidazol-1-yl)-3-(1-hydroxyethyl)pyridin-2-yl)benzonitrile